3-((5-(5-(difluoromethyl)-1,3,4-oxadiazole-2-yl)pyridine-2-yl)methyl)-5-fluoro-1-(1-(3-methoxypropanoyl)piperidine-4-yl)-1,3-dihydro-2H-benzo[d]imidazole-2-one FC(C1=NN=C(O1)C=1C=CC(=NC1)CN1C(N(C2=C1C=C(C=C2)F)C2CCN(CC2)C(CCOC)=O)=O)F